ClC=1C=C(C=CC1)[C@H](CN1C[C@H]([C@@H](C1)C)COC1=CC=C(C=C1)S(=O)(=O)C)O (1R)-1-(3-chlorophenyl)-2-[(3S,4S)-3-[(4-methylsulfonylphenoxy)methyl]-4-methylpyrrolidin-1-yl]ethan-1-ol